COC(CNC(CCC(=O)NCC(OC)OC)=O)OC N,N'-bis(2,2-dimethoxyethyl)-1,4-butanediamide